(S)-tert-Butyl 7-(2-(3-((3-ethoxy-3-oxo-2-(2,4,6-trimethylphenylsulfonamido)propyl)carbamoyl)-3-fluoroazetidin-1-yl)ethyl)-3,4-dihydro-1,8-naphthyridine-1(2H)-carboxylate C(C)OC([C@H](CNC(=O)C1(CN(C1)CCC1=CC=C2CCCN(C2=N1)C(=O)OC(C)(C)C)F)NS(=O)(=O)C1=C(C=C(C=C1C)C)C)=O